1-[5-(1,3-benzodioxan-5-yl)-1-oxo-2-pentenyl]piperidine O1COCC2=C1C=CC=C2CCC=CC(=O)N2CCCCC2